C(C)(C)(C)OC(=O)N1CCC(CC1)C=1C=CC=2N(C(N=C(N2)C=2C=C(C=3N(C2)C=C(N3)C)F)=O)C1 4-(2-(8-fluoro-2-methylimidazo[1,2-a]pyridin-6-yl)-4-oxo-4H-pyrido[1,2-a][1,3,5]triazin-7-yl)piperidine-1-carboxylic acid tert-butyl ester